[C@]12(C(=O)CC(CC1)C2(C)C)CS(=O)(=O)O.FC2(C[C@H](CNC2)N2S(CCCC2)(=O)=O)F 2-[(3R)-5,5-difluoropiperidin-3-yl]-1λ6,2-thiazinane-1,1-dione, (1S)-(+)-10-camphorsulfonic acid salt